tert-butyl 4-(2-ethoxy-2-oxoethylidene)-3-methylpiperidine-1-carboxylate C(C)OC(C=C1C(CN(CC1)C(=O)OC(C)(C)C)C)=O